(2S)-2-[4-(2-methoxypyrimidin-5-yl)-1,2,3-triazol-1-yl]-3-methylbutanoic acid methyl ester COC([C@H](C(C)C)N1N=NC(=C1)C=1C=NC(=NC1)OC)=O